ClC1=C(C(=CC=C1Cl)OCOC)[C@@H](CC(C(=O)OCC)=C)N[S@@](=O)C(C)(C)C ethyl (4R)-4-[2,3-dichloro-6-(methoxymethoxy)phenyl]-2-methylidene-4-[[(S)-2-methylpropane-2-sulfinyl]amino]butanoate